OC1=CC=C(C=C1)C=1C(OC2=C(C1C)C=C(C=C2)O)C2=CC=C(C=C2)OC[C@H](C)N2C[C@@H](CC2)C 3-(4-hydroxyphenyl)-4-methyl-2-(4-((S)-2-((R)-3-methylpyrrolidin-1-yl)propoxy)phenyl)-2H-benzopyran-6-ol